CNC(CO)(CO)O 2-(methylamino)propane-1,2,3-triol